C(#N)C1=CC=2N(N=C1)C(=CC2)C2=CC(=C(C=N2)C2=NN=C(S2)C2CCC(CC2)NC(C)=O)NC(C)C N-((1s,4s)-4-(5-(6-(3-cyanopyrrolo[1,2-b]pyridazin-7-yl)-4-(isopropylamino)pyridin-3-yl)-1,3,4-thiadiazol-2-yl)cyclohexyl)acetamide